Tetraethylammonium bromid [Br-].C(C)[N+](CC)(CC)CC